ClC1=C(C=C(C(=C1)C)C1=CC2=C(N=C(N=C2)NC)N2C1=NCC2)NC(=O)NC2=C(C=CC=C2)F 1-(2-chloro-4-methyl-5-(2-(methylamino)-8,9-dihydroimidazo[1',2':1,6]pyrido[2,3-d]pyrimidin-6-yl)phenyl)-3-(2-fluorophenyl)urea